1,1-bis(t-amylperoxy)-cyclohexane C(C)(C)(CC)OOC1(CCCCC1)OOC(C)(C)CC